2-(((R)-3-((3-((5-cyanopyridin-2-yl)methoxy)-4-fluorophenyl)amino)pyrrolidin-1-yl)methyl)-1-(((S)-oxetan-2-yl)methyl)-1H-benzo[d]imidazole-6-carboxylic acid C(#N)C=1C=CC(=NC1)COC=1C=C(C=CC1F)N[C@H]1CN(CC1)CC1=NC2=C(N1C[C@H]1OCC1)C=C(C=C2)C(=O)O